methyl 3-[6-chloro-7-(difluoromethyl)-3,4-dihydro-2H-1,5-naphthyridin-1-yl]-1-(oxan-4-yl)pyrazolo[4,3-b]pyridine-5-carboxylate ClC=1N=C2CCCN(C2=CC1C(F)F)C1=NN(C=2C1=NC(=CC2)C(=O)OC)C2CCOCC2